6-amino-1-hydroxy-1,1-hexanediphosphonic acid NCCCCCC(P(O)(=O)O)(P(O)(=O)O)O